FC(C(=O)O)(F)F.NC=1NC(=NN1)N1CCC(CC1)N1C[C@@H](OC[C@@H]1CC1=CC=C(C=C1)Cl)C(=O)N1CC(C1)C ((2R,5S)-4-(1-(5-amino-4H-1,2,4-triazol-3-yl)piperidin-4-yl)-5-(4-chlorobenzyl)-morpholin-2-yl)(3-methylazetidin-1-yl)methanone 2,2,2-trifluoroacetate